trimethoxytrifluoropropylsilane CO[Si](CCC(F)(F)F)(OC)OC